1-benzyl 2-methyl (2S,3R)-2-methyl-3-(3-(4,4,5,5-tetramethyl-1,3,2-dioxaborolan-2-yl)propyl)pyrrolidine-1,2-dicarboxylate C[C@@]1(N(CC[C@H]1CCCB1OC(C(O1)(C)C)(C)C)C(=O)OCC1=CC=CC=C1)C(=O)OC